ClC=1C=C(C=NC1)NC(=O)[C@@H]1CC12CCN(CC2)C(=O)OC(C(F)(F)F)C(F)(F)F |r| 1,1,1,3,3,3-Hexafluoropropan-2-yl (±)-1-((5-chloropyridin-3-yl)carbamoyl)-6-azaspiro[2.5]octan-6-carboxylat